cyclopropyl-N'-(5-formylpyridin-2-yl)-N-methylurea C1(CC1)N(C(=O)NC1=NC=C(C=C1)C=O)C